C1(CC1)NC(=O)N1C(C2=CC=C(C=C2C1)S(=O)(=O)C)C(=O)NC1=CC=C(C=C1)C(C(F)(F)F)(C(F)(F)F)O N2-Cyclopropyl-N1-[4-(1,1,1,3,3,3-hexafluoro-2-hydroxypropan-2-yl)phenyl]-5-(methylsulfonyl)-1,3-dihydro-2H-isoindole-1,2-dicarboxamide